(2R)-2-(5-fluoro-2-methoxypyridin-4-yl)-1-[(7S)-7-{[6-methyl-5-(pyrimidin-2-yl)pyridin-2-yl]amino}-5-azaspiro[2.4]heptan-5-yl]propan-1-one FC=1C(=CC(=NC1)OC)[C@H](C(=O)N1CC2(CC2)[C@@H](C1)NC1=NC(=C(C=C1)C1=NC=CC=N1)C)C